ethyl 2-(2-(2-cyclopropyl-5-(trifluoromethoxy)benzoyl)hydrazineyl)-2-oxoacetate C1(CC1)C1=C(C(=O)NNC(C(=O)OCC)=O)C=C(C=C1)OC(F)(F)F